2-(8-(benzyloxy)-6-(benzylthio)imidazo[1,5-a]pyridin-3-yl)-5-(difluoromethyl)-1,3,4-thiadiazole C(C1=CC=CC=C1)OC=1C=2N(C=C(C1)SCC1=CC=CC=C1)C(=NC2)C=2SC(=NN2)C(F)F